3-(4-(4-crotonyloxybutoxy)-3-bromophenyl)-5-(2-quinolyl)-1,2,4-triazole C(\C=C\C)(=O)OCCCCOC1=C(C=C(C=C1)C1=NNC(=N1)C1=NC2=CC=CC=C2C=C1)Br